tert-butyl (S)-((2,2-difluoro-6-hydroxybenzo[d][1,3]dioxol-5-yl)methyl)(2-hydroxybutyl)carbamate FC1(OC2=C(O1)C=C(C(=C2)CN(C(OC(C)(C)C)=O)C[C@H](CC)O)O)F